(1S,4S,6R)-methyl 6-hydroxy-7-oxabicyclo[2.2.1]Hept-2-ene-2-carboxylate O[C@@H]1C[C@H]2C=C([C@@H]1O2)C(=O)OC